2-(6-((2-((4-((2-(dimethylamino)ethyl)(methyl)amino)phenyl)amino)thieno[2,3-d]pyrimidin-4-yl)amino)pyridin-2-yl)propan-2-ol CN(CCN(C1=CC=C(C=C1)NC=1N=C(C2=C(N1)SC=C2)NC2=CC=CC(=N2)C(C)(C)O)C)C